1-Boc-2-pyrroleboronic acid C(=O)(OC(C)(C)C)N1C(=CC=C1)B(O)O